3-cyano-4-(6-(6-((6-(methylthio)pyridin-3-yl)methyl)-3,6-diazabicyclo[3.1.1]heptan-3-yl) pyridin-3-yl)pyrazolo[1,5-a]pyridine-6-yl trifluoromethanesulfonate FC(S(=O)(=O)OC=1C=C(C=2N(C1)N=CC2C#N)C=2C=NC(=CC2)N2CC1N(C(C2)C1)CC=1C=NC(=CC1)SC)(F)F